NC1=C(C=NN1)C(=O)NC1=CC(=CC=C1)C(F)(F)F 5-amino-N-(3-(trifluoromethyl)phenyl)-1H-pyrazole-4-carboxamide